Cyclohexane-1-carboxylic acid methyl ester COC(=O)C1CCCCC1